3-fluoro-N-methyl-4-(methylthio)aniline tert-butyl-(1-formylimidazo[1,5-a]pyridin-6-yl)carbamate C(C)(C)(C)N(C(O)=O)C=1C=CC=2N(C1)C=NC2C=O.FC=2C=C(NC)C=CC2SC